(±)-4-{[(1R,2R)-2-hydroxy-2-methylcyclopentyl]amino}-2-(methylsulfanyl)-pyrimidine-5-carbaldehyde O[C@]1([C@@H](CCC1)NC1=NC(=NC=C1C=O)SC)C |r|